N-(1-(6-chloropyridin-2-yl)-1H-pyrazol-3-yl)-1-(tetrahydro-2H-pyran-2-yl)-1H-indazol-5-amine ClC1=CC=CC(=N1)N1N=C(C=C1)NC=1C=C2C=NN(C2=CC1)C1OCCCC1